ClC1=C(C=CC=C1)C1C(O1)(C1=C(C=C(C=C1)F)F)CN1N=CN=C1 [3-(2-chlorophenyl)-2-(2,4-difluorophenyl)oxiran-2-yl]methyl-1H-1,2,4-triazole